FC1=CC=C(COC2CCN(CC2)C(=O)NC=2C=C(CN3C[C@H](CCC3)NC(OC(C)(C)C)=O)C=C(C2)N2C=NC(=C2)C)C=C1 tert-butyl (S)-(1-(3-(4-((4-fluorobenzyl)oxy)piperidine-1-carboxamido)-5-(4-methyl-1H-imidazol-1-yl)benzyl)piperidin-3-yl)carbamate